C(C)(=O)C1=CN(C2=C(C=C(C=C12)C=1C=NC=2N(C1)N=C(C2)C)C)CC(=O)N2[C@@H]1C[C@@]1(C[C@H]2C(=O)NC2=NC(=CC=C2Cl)Br)C (1R,3S,5R)-2-(2-(3-acetyl-7-methyl-5-(2-methylpyrazolo[1,5-a]pyrimidin-6-yl)-1H-indol-1-yl)acetyl)-N-(6-bromo-3-chloropyridin-2-yl)-5-methyl-2-aza-bicyclo[3.1.0]hexane-3-carboxamide